P(OC(C)C)(OC(C)C)(=O)N diisopropyl phosphoramidate